ClC=1C=NC=NC1CN1C(CCC1)=N 5-Chloro-6-[(2-Iminopyrrolidin-1-Yl)Methyl]Pyrimidine